C1(=CC=CC2=CC=CC=C12)C(C)NC(=O)[C@@H]1OC2=CC=CC=C2C(C1)=O (R)-N-(1-(naphthalen-1-yl)ethyl)-4-oxochroman-2-carboxamide